Diphenyl-4-triphenylsilyl-phenylphosphine oxide C1(=CC=CC=C1)P(C1=CC=C(C=C1)[Si](C1=CC=CC=C1)(C1=CC=CC=C1)C1=CC=CC=C1)(C1=CC=CC=C1)=O